2-methyl-1,2-dihydro-3H-indazol-3-one CN1NC2=CC=CC=C2C1=O